C(CCCCC)C=1C=NC2=C3N=CC(=CC3=CC=C2C1)CCCCCC 3,8-dihexyl-1,10-phenanthroline